C(CCCCCCCCCCCCCCC)[Si](I)(I)I hexadecyltriiodosilane